ClC1=C(C=CC=C1)C=1C(N(C2=CC(=NC=C2C1)NC1=CC(=CC=C1)S(=O)(=O)C)C)=O 3-(2-chlorophenyl)-1-methyl-7-((3-(methylsulfonyl)phenyl)amino)-1,6-naphthyridin-2(1H)-one